C(C)(=O)NC1=C(CN=NCC2=CC=CC=C2)C=CC=C1 ortho-acetamidoazotoluene